tert-butyl 3-((2-((S)-((tert-butoxycarbonyl)amino)(4,4-difluorocyclohexyl)methyl)imidazo[1,2-b]pyridazin-7-yl)methyl)-4,4-dimethyl-2-oxopyrrolidine-1-carboxylate C(C)(C)(C)OC(=O)N[C@H](C=1N=C2N(N=CC(=C2)CC2C(N(CC2(C)C)C(=O)OC(C)(C)C)=O)C1)C1CCC(CC1)(F)F